Cl\C=C/C(=O)NCC1=NN(C2=NC=CC(=C21)CO)C2=CC=C(C=C2)OC(F)(F)F (Z)-3-Chloro-N-((4-(hydroxymethyl)-1-(4-(trifluoromethoxy)phenyl)-1H-pyrazolo[3,4-b]pyridin-3-yl)methyl)acrylamide